stannous diacetate C(C)(=O)[O-].C(C)(=O)[O-].[Sn+2]